3-ethyl-4,5,6,7-tetrahydrobenzothiophen-5-amine C(C)C1=CSC2=C1CC(CC2)N